N-(4-(1H-pyrazol-1-yl)benzyl)-N-(3-methoxybenzyl)-2-((2-(3-methoxybenzyloxy)ethoxy)methyl)pyridin-4-amine N1(N=CC=C1)C1=CC=C(CN(C2=CC(=NC=C2)COCCOCC2=CC(=CC=C2)OC)CC2=CC(=CC=C2)OC)C=C1